CC1=C(C=NC=2OCCNC21)N2CC=1N=C(N=CC1CC2)NC=2C=CC(=NC2)NC(C)=O N-{5-[(7-{8-methyl-1H,2H,3H-pyrido[2,3-b][1,4]oxazin-7-yl}-5H,6H,7H,8H-pyrido[3,4-d]pyrimidin-2-yl)amino]pyridin-2-yl}acetamide